2-{5-[(1,3-benzothiazol-2-yl)amino]-1H-indol-1-yl}-1,3-thiazole-4-carboxylic acid methyl ester COC(=O)C=1N=C(SC1)N1C=CC2=CC(=CC=C12)NC=1SC2=C(N1)C=CC=C2